(5-((2'-Ethyl-5-fluoro-[1,1'-biphenyl]-2-yl)amino)pyrimidin-4-yl)-2,7-diazaspiro[3.5]nonane-2-carboxylic acid tert-butyl ester C(C)(C)(C)OC(=O)N1C(C2(C1)CCNCC2)C2=NC=NC=C2NC2=C(C=C(C=C2)F)C2=C(C=CC=C2)CC